N1=C(C=C(C=C1)N)C1=NC=CC(=C1)N [2,2'-bipyridine]-4,4'-diamine